C(C1=CC=CC=C1)N1C2=NC=NC(=C2N=C1C=1C(=C(OC2CCN(CC2)C(=O)OC(C)(C)C)C=CC1)Cl)OC1(CC1)C tert-butyl 4-(3-(9-benzyl-6-(1-methylcyclopropoxy)-9H-purin-8-yl)-2-chlorophenoxy)piperidine-1-carboxylate